C1(CC1)C1=C(C(=NO1)C1=C(C=CC=C1Cl)Cl)C1=CC2(C1)CCC(CC2)O 2-(5-cyclopropyl-3-(2,6-dichlorophenyl)isoxazol-4-yl)spiro[3.5]Non-1-en-7-ol